COC1=CC=C(C=C1)S(=O)(=O)C=1C(C(N2C1C=CC1=CC=CC=C21)(C)C)=O 3-((4-methoxyphenyl)sulfonyl)-1,1-dimethylpyrrolo[1,2-a]quinolin-2(1H)-one